2-bromo-1-[4-(trifluoromethyl)phenyl]ethanone BrCC(=O)C1=CC=C(C=C1)C(F)(F)F